ClC1=CC=C(C(=O)NC2=CC=C(C=C2)[C@H]2CNCCO2)C=C1 4-Chloro-N-((S)-4-morpholin-2-yl-phenyl)-benzamid